N-(3-(4-oxospiro[chromane-2,4'-piperidin]-7-yl)-1H-pyrrolo[2,3-b]pyridin-5-yl)-2-(piperazin-1-yl)isonicotinamide O=C1CC2(CCNCC2)OC2=CC(=CC=C12)C1=CNC2=NC=C(C=C21)NC(C2=CC(=NC=C2)N2CCNCC2)=O